Eicosa-5,8,11,14-tetraenoic acid C(CCCC=CCC=CCC=CCC=CCCCCC)(=O)O